1,3,5-tris[(trimethylsilyl)ethynyl]benzene C[Si](C)(C)C#CC1=CC(=CC(=C1)C#C[Si](C)(C)C)C#C[Si](C)(C)C